O=C1C(=CC(C2=CC=CC=C12)=O)NC1=CC=C(C=C1)NC(C1=C(C=C(C=C1)[N+](=O)[O-])F)=O N-(4-((1,4-dioxo-1,4-dihydronaphthalen-2-yl)amino)phenyl)-2-fluoro-4-nitrobenzamide